C(CCC)N1CN(C=C1)CCOC(C(=C)C)=O 3-butyl-1-(2-(methacryloyloxy)ethyl)imidazole